N(=[N+]=[N-])CC(=O)C1=CC=C(C#N)C=C1 4-(2-azidoacetyl)benzonitrile